FC(S(=O)(=O)N1C=NC2=C1C=CC=C2)(F)F 1-(trifluoromethanesulfonyl)benzimidazole